COC1=CC=C(C=C1)N1N=C(NC1=O)C1CN(CCO1)C(=O)OCCCC butyl 2-(1-(4-methoxyphenyl)-5-oxo-4,5-dihydro-1H-1,2,4-triazol-3-yl)morpholine-4-carboxylate